FC1(CN(C1)C1=NC=C(C(=O)NC2=NC=C(N=C2)N2[C@H](CNCC2)C)C=C1)F (S)-6-(3,3-difluoroazetidin-1-yl)-N-(5-(2-methylpiperazin-1-yl)pyrazin-2-yl)nicotinamide